N(N)C(=O)C1=CC=C(CC=2N=NN(C2)C2=CC=C(C=C2)NC(OC(C)(C)C)=O)C=C1 Tert-butyl (4-(4-(4-(hydrazinecarbonyl)benzyl)-1H-1,2,3-triazol-1-yl)phenyl)carbamate